ClC=1C=C2C(C(N=C(C2=CC1)N1C=NC2=C1C=CC(=C2C)C)(C)C)(F)F 6-chloro-1-(4,5-dimethylbenzoimidazol-1-yl)-4,4-difluoro-3,3-dimethylisoquinoline